N-tert-butyl-2-[methyl(2-[1H-pyrazolo[3,4-c]pyridin-5-yl]-5H,6H,7H-cyclopenta[d]pyrimidin-4-yl)amino]acetamide formate C(=O)O.C(C)(C)(C)NC(CN(C=1C2=C(N=C(N1)C=1C=C3C(=CN1)NN=C3)CCC2)C)=O